NCC(C)NC1=C(SC2=C1C=1N=CC(=NC1C=C2)OC)C(=O)OC methyl 9-((1-aminopropan-2-yl)amino)-3-methoxythieno[3,2-f]quinoxaline-8-carboxylate